rac-1-(pyridin-4-yl)ethanamine N1=CC=C(C=C1)[C@@H](C)N |r|